2,4,5-trichloro-nitrobenzene ClC1=C(C=C(C(=C1)Cl)Cl)[N+](=O)[O-]